CC=1C=C(C=CC1C)[N+](=O)[O-] 3,4-dimethyl-nitrobenzene